FC1=C(C2=CN(N=C2C=C1)C)N 5-fluoro-2-methyl-2H-indazol-4-amine